(3R)-3-amino-7-(5-tert-butyl-1,3,4-oxadiazol-2-yl)-1,1-dioxo-5-[[4-(trifluoromethoxy)phenyl]methyl]-2,3-dihydro-1λ6,5-benzothiazepin-4-one N[C@H]1CS(C2=C(N(C1=O)CC1=CC=C(C=C1)OC(F)(F)F)C=C(C=C2)C=2OC(=NN2)C(C)(C)C)(=O)=O